tert-butyl (1-(3,6-dimethoxypyridin-2-yl) butan-2-yl)carbamate COC=1C(=NC(=CC1)OC)CC(CC)NC(OC(C)(C)C)=O